ClC=1C(=C(C=CC1OCC1OCC1)NC=1C2=C(N=CN1)C=CC(=N2)O[C@@H]2CNCC2)F N-[3-chloro-2-fluoro-4-(oxetan-2-ylmethoxy)phenyl]-6-[(3S)-pyrrolidin-3-yl]oxy-pyrido[3,2-d]pyrimidin-4-amine